7-{[(tert-Butyloxy)carbonyl]amino}-1,3-dihydro-2-benzofuran-4-carboxylic acid methyl ester COC(=O)C1=CC=C(C=2COCC21)NC(=O)OC(C)(C)C